3-amino-n-butyl-sodium NC(CC[Na])C